1-(6-(7,8-dimethyl-[1,2,4]triazolo[4,3-b]pyridazin-6-yl)-5,6,7,8-tetrahydro-1,6-naphthyridin-3-yl)ethan-1-one CC1=C(C=2N(N=C1N1CC=3C=C(C=NC3CC1)C(C)=O)C=NN2)C